CC(CCCCCC)(C)C=1C=C(C=2C3=C(C(OC2C1)(C)C)C=CC(=C3)C)O 3-(1,1-Dimethyl-heptyl)-6,6,9-trimethyl-6H-benzo[c]chromen-1-ol